C(C)C1(C(N([C@H](C1)CCO)C)=O)CC (R)-3,3-diethyl-5-(2-hydroxyethyl)-1-methylpyrrolidin-2-one